OC1=CC(=CC=2C(C3=CC=CC=C3C(C12)=O)=O)C(=O)N1CCC(CC1)S(=O)(=O)C 1-hydroxy-3-(4-(methyl-sulfonyl)piperidine-1-carbonyl)anthracene-9,10-dione